C(=O)(O)C(CC1=CC=C(C=C1)OCCOCCOCCOCC)N1CCN(CCN(CCN(CC1)CC(=O)O)C(C(=O)O)COC)CC(=O)O 2-{7-[1-carboxy-2-(4-{2-[2-(2-ethoxyethoxy)ethoxy]ethoxy}phenyl)ethyl]-4,10-bis(carboxymethyl)-1,4,7,10-tetraazacyclododecan-1-yl}-3-methoxypropanoic acid